potassium trifluoro(vinyl)borate [B-](C=C)(F)(F)F.[K+]